(7-bromo-1,3-benzodioxol-5-yl)-N4,6-dimethyl-pyrimidine-2,4-diamine BrC1=CC(=CC2=C1OCO2)C=2C(=NC(=NC2C)N)NC